O[C@@]1(C(N(CC1)C)=O)C1=CC(=NO1)C=1C=C(C=CC1)C1=NC(=C2N1CCN(C2)CCC(F)(F)F)C(=O)N (R)-3-(3-(5-(3-Hydroxy-1-methyl-2-oxopyrrolidin-3-yl)isoxazol-3-yl)phenyl)-7-(3,3,3-trifluoropropyl)-5,6,7,8-tetrahydroimidazo[1,5-a]pyrazine-1-carboxamide